(S)-1-(2-chloro-5-(4-(tetrahydro-2H-pyran-4-yl)phenyl)pyridin-4-yl)piperidin-3-ol ClC1=NC=C(C(=C1)N1C[C@H](CCC1)O)C1=CC=C(C=C1)C1CCOCC1